NC(CCCOOOOONC=1C=2N=CN([C@H]3[C@H](O)[C@H](O)[C@@H](CO)O3)C2N=CN1)CCCCCCCCCC N6-(l-9-amino-pentaoxanonadecyl)-adenosine